3-hydroxy-4-methylthiazole-2(3H)-thione ON1C(SC=C1C)=S